ClC1=CC=C(C=N1)CC=1C(C2=CC=CC=C2C(C1C)=O)=O 2-((6-chloropyridin-3-yl)methyl)-3-methylnaphthalene-1,4-dione